2'-O-hexadecyl cytidine-3'-phosphate P(=O)(O)(O)O[C@H]1[C@H]([C@@H](O[C@@H]1CO)N1C(=O)N=C(N)C=C1)OCCCCCCCCCCCCCCCC